2-(tert-Butyl) 3-ethyl (1R,3S,5S)-5-((allyloxy)methyl)-2-azabicyclo[3.1.0]hexane-2,3-dicarboxylate C(C=C)OC[C@]12C[C@H](N([C@@H]2C1)C(=O)OC(C)(C)C)C(=O)OCC